2-propenylsulfid C(C=C)SCC=C